C(C)(C)(C)OC(=O)N1[C@H](CN(CC1)CC1=C(C=C(C(=C1)Cl)Cl)OCC)C.ClC1=C(C[C@@H]2NOCC2)C=CC=C1Cl (S)-3-(2,3-dichlorobenzyl)isoxazolidine tert-butyl-(S)-4-(4,5-dichloro-2-ethoxybenzyl)-2-methylpiperazine-1-carboxylate